C1(CCCCC1)NC[SiH2]C(OCC)OCC N-cyclohexylaminomethyl-diethoxymethyl-silane